5-((2-((tert-butyldimethylsilyl)oxy)-3-methoxybenzyl)amino)-N-(4-(3-chloro-4-fluorophenyl)-5-(1H-pyrazol-3-yl)thiazol-2-yl)-3-methylpyridine-2-sulfonamide [Si](C)(C)(C(C)(C)C)OC1=C(CNC=2C=C(C(=NC2)S(=O)(=O)NC=2SC(=C(N2)C2=CC(=C(C=C2)F)Cl)C2=NNC=C2)C)C=CC=C1OC